N1(CCNCC1)C=CC(=O)N1CCN(CC1)C1=C(C(=NC2=C(C(=C(C=C12)Cl)C1=CC=C(C2=C1N=C(S2)N)F)F)NCC=2N(CCC2)C)C#N 4-(4-piperazinylacrylpiperazin-1-yl)-7-(2-amino-7-fluorobenzo[d]thiazol-4-yl)-6-chloro-8-fluoro-2-((((S)-1-methylpyrrolin-2-yl)methyl)amino)quinoline-3-carbonitrile